OC=1C=CC(=C(C1)B(O)O)OC 5-HYDROXY-2-METHOXYPHENYLBORONIC ACID